N[C@H]1CN(CCC1)C1=CC(=NN1C1=CC=C(C=C1)C)C1=CC(=C(C#N)C=C1)F (R)-4-(5-(3-aminopiperidin-1-yl)-1-(p-tolyl)-1H-pyrazol-3-yl)-2-fluorobenzonitrile